5-(4-cyclopropyl-6-methoxypyrimidin-5-yl)-1-methyl-3-(4-(1-(1-methylazetidin-3-yl)-4-(trifluoromethyl)-1H-imidazol-2-yl)benzyl)-1H-pyrazolo[4,3-d]pyrimidine C1(CC1)C1=NC=NC(=C1C=1N=CC2=C(N1)C(=NN2C)CC2=CC=C(C=C2)C=2N(C=C(N2)C(F)(F)F)C2CN(C2)C)OC